tert-butyl 2-[2-(3,5-difluorophenyl)-3-(trifluoromethoxy)pyridin-4-yl]acetate FC=1C=C(C=C(C1)F)C1=NC=CC(=C1OC(F)(F)F)CC(=O)OC(C)(C)C